(3aR,6aS)-5-[[6-(1,3-dimethylpyrazol-4-yl)pyridazin-3-yl]oxymethyl]-2-[(2-fluorophenyl)methyl]-3,3a,4,5,6,6a-hexahydro-1H-cyclopenta[c]pyrrole CN1N=C(C(=C1)C1=CC=C(N=N1)OCC1C[C@@H]2[C@@H](CN(C2)CC2=C(C=CC=C2)F)C1)C